C(C)C1=NN(C2=NC(=NC(=C21)NCC2=C(C=CC=C2)C)C2=CC=C(C#N)C=C2)C 4-(3-ethyl-1-methyl-4-((2-methylbenzyl)amino)-1H-pyrazolo[3,4-d]pyrimidin-6-yl)benzonitrile